FC1(CN(CC[C@H]1NC1=NN2C(C(=N1)OC)=C(C(=C2[2H])F)C=2C=CC1=C(N(N=N1)CC(F)F)C2)C2(COC2)C)F (R)-N-(3,3-difluoro-1-(3-methyloxetan-3-yl)piperidin-4-yl)-5-(1-(2,2-difluoroethyl)-1H-benzo[d][1,2,3]triazol-6-yl)-6-fluoro-4-methoxypyrrolo[2,1-f][1,2,4]triazin-7-d-2-amine